FC(S(=O)(=O)[O-])(F)F.C1(=CC=CC=C1)[Bi+]C1=CC=CC=C1 diphenyl-bismuth trifluoromethanesulfonate